(S)-7-(4-(5-fluoro-2-(((R)-tetrahydrofuran-3-yl)oxy)phenyl)piperidin-1-yl)-5-oxa-2-azaspiro[3.4]octane FC=1C=CC(=C(C1)C1CCN(CC1)[C@@H]1COC2(CNC2)C1)O[C@H]1COCC1